(N-methyl-N-(3-(2-(pyrrolidin-1-yl)-acetylamino)-4-methoxyphenyl)-amino)coumarin CN(C1=CC(=C(C=C1)OC)NC(CN1CCCC1)=O)C=1C(OC2=CC=CC=C2C1)=O